COC(=O)C1=CC=2C3=C(N(C2C=C1)C1=CC=CC=C1)CN(C3)CC3=CC=CC=C3.ClCC(=O)NC3(C(CCCC3)=O)C3=C(C=CC=C3C)C 2-chloro-N-(1-(2,6-dimethylphenyl)-2-oxocyclohexyl)acetamide methyl-2-benzyl-4-phenyl-1H,2H,3H,4H-pyrrolo[3,4-b]indole-7-carboxylate